C[C@@H]1N(CC[C@@]2(OCC(C3=C2SC(=C3)C(F)(F)F)=O)C1)C(=O)OC(C)(C)C Tert-butyl (2S,4R)-2-methyl-4'-oxo-2'-(trifluoromethyl)spiro[piperidine-4,7'-thieno[2,3-c]pyran]-1-carboxylate